(S)-isopropyloxazoline C(C)(C)C=1OCCN1